C(C=1C(O)=CC=CC1)=CC(C(N)=CC=1C(O)=CC=CC1)N disalicylidene-1,2-propanediamine